C(C1CO1)OCCC[Si](OCCC)(OCCC)OCCC γ-glycidoxypropyltripropoxysilane